C(C)(C)C1=C(NC2=CC=C(C=C12)OCC1CCN(CC1)CCOC)C=1C=C(C(N(C1)C)=O)C 5-(3-Isopropyl-5-((1-(2-methoxyethyl)piperidin-4-yl)methoxy)-1H-indol-2-yl)-1,3-dimethylpyridin-2(1H)-on